((2-(5-(3-((tert-Butoxycarbonyl)amino)-6-methoxypyridin-2-yl)pentyl)-4-fluorophenyl)amino)-5-(trifluoromethyl)nicotinic acid C(C)(C)(C)OC(=O)NC=1C(=NC(=CC1)OC)CCCCCC1=C(C=CC(=C1)F)NC1=C(C(=O)O)C=C(C=N1)C(F)(F)F